C(C1=CC=CC=C1)N1C(=NC2=CC=C(C=C2C1=O)Cl)C 3-benzyl-6-chloro-2-methylquinazolin-4(3H)-one